C(C1=CC=C(C(=O)[O-])C=C1)(=O)OC(CO)=O glycolyl terephthalate